tert-butyl 1-{bicyclo[1.1.1]pentan-1-yl}-2-{5-methoxy-1-methyl-4-[(1,2-oxazol-4-yl) carbamoyl]-6-oxo-1,6-dihydropyrimidin-2-yl}-1H-1,3-benzodiazole-6-carboxylate C12(CC(C1)C2)N2C(=NC1=C2C=C(C=C1)C(=O)OC(C)(C)C)C=1N(C(C(=C(N1)C(NC=1C=NOC1)=O)OC)=O)C